5-[4-{[(2S)-4-Hydroxybutan-2-yl]amino}-3-(trifluoromethyl)phenyl]-3,6-dihydro-2H-1,3,4-oxadiazin-2-on OCC[C@H](C)NC1=C(C=C(C=C1)C1=NNC(OC1)=O)C(F)(F)F